6-(4-Fluoro-2-(4-methyl-4H-1,2,4-triazol-3-yl)phenyl)-2-(4-(((2-methoxyethyl)-amino)methyl)-6-methylpyridin-2-yl)isoindolin-1-one FC1=CC(=C(C=C1)C1=CC=C2CN(C(C2=C1)=O)C1=NC(=CC(=C1)CNCCOC)C)C1=NN=CN1C